tetrahydrospiro[cyclopropane-1,5'-cyclopropa[c]inden]-7'(6'H)-one C1C2CCC3=CC4(CC(C231)=O)CC4